5-(((Trans-3-(3-(difluoromethyl)-4-(1-methyl-1H-pyrazolo[4,3-c]pyridin-6-yl)-1H-pyrazol-1-yl)cyclobutyl)methyl)amino)-2-(2,6-dioxopiperidin-3-yl)isoindoline-1,3-dione FC(C1=NN(C=C1C1=CC2=C(C=N1)C=NN2C)[C@@H]2C[C@H](C2)CNC=2C=C1C(N(C(C1=CC2)=O)C2C(NC(CC2)=O)=O)=O)F